CN1N=CC=2C1=NC=CC2C=2C=C(C=NC2)C2=CC=C(C=C2)N2C(CCC2)=O 1-(4-(5-(1-methyl-1H-pyrazolo[3,4-b]pyridin-4-yl)pyridin-3-yl)phenyl)pyrrolidin-2-one